2-(5-(3,5-dichloro-4-fluorophenyl)-5-(trifluoromethyl)-4,5-dihydroisoxazol-3-yl)-N-(tetrahydro-2H-thiopyran-4-yl)-2,3-dihydro-1H-pyrrolo[3,4-c]pyridine-6-carboxamide ClC=1C=C(C=C(C1F)Cl)C1(CC(=NO1)N1CC=2C=NC(=CC2C1)C(=O)NC1CCSCC1)C(F)(F)F